CS(=O)(=O)OCC1CCC(CC1)CN1CCN(CC1)C=1C=NC(=CC1)NC=1N=CC2=C(N1)N(C(C(=C2C)C(C)=O)=O)C2CCCC2 ((1s,4s)-4-((4-(6-((6-acetyl-8-cyclopentyl-5-methyl-7-oxo-7,8-dihydropyrido[2,3-d]pyrimidin-2-yl)amino)pyridin-3-yl)piperazin-1-yl)methyl)cyclohexyl)methyl methanesulfonate